ClC=1C(=NNC1)C1=NC(=NC=C1C(F)(F)F)N[C@@H]1CC[C@H](CC1)N(C(=O)N1CC(CC1)(F)F)C1=NC=C(N=C1)C=1C=NC(=NC1)OC N-(trans-4-((4-(4-chloro-1H-pyrazol-3-yl)-5-(trifluoro-methyl)pyrimidin-2-yl)-amino)cyclohexyl)-3,3-difluoro-N-(5-(2-methoxy-pyrimidin-5-yl)pyrazin-2-yl)pyrrolidine-1-carboxamide